C(CC1=CC=CC=C1)C1=C(C=CC=C1)O.[Na] sodium phenethyl-phenol